CN1[C@@H](CCC1)C1(CC1)OC=1N=C(C2=C(N1)CN(CC2)C2=CC(=CC1=CC=CC=C21)O)N2CCNCC2 (S)-4-(2-(1-(1-methylpyrrolidin-2-yl)cyclopropoxy)-4-(piperazin-1-yl)-5,8-dihydropyrido[3,4-d]pyrimidin-7(6H)-yl)naphthalen-2-ol